5-(3-(3,6-dihydro-2H-thiopyran-4-yl)-2-fluoro-6-hydroxyphenyl)-1,2,5-thiadiazolidin-3-one 1,1-dioxide S1CCC(=CC1)C=1C(=C(C(=CC1)O)N1CC(NS1(=O)=O)=O)F